C(C)(C)(C)C1=CC=2C(C3=CC(=CC=C3C2C=C1)C(C)(C)C)(CCC)CCC 2,7-di-tert-butyl-9,9-dipropylfluorene